OC[C@@]1(OC2=C(C1)C=C(C(=C2)N2CCC(CC2)C(C)(C)O)NC(=O)C=2C=NN1C2N=CC(=C1)C)C N-[(2R)-2-(hydroxymethyl)-6-[4-(1-hydroxy-1-methyl-ethyl)-1-piperidyl]-2-methyl-3H-benzofuran-5-yl]-6-methyl-pyrazolo[1,5-a]pyrimidine-3-carboxamide